fluorothioether FSF